butandiol dithiopropionate C(CC)(=S)OC(CCC)O